N-(5-(4-(5-chloro-4-fluoro-2-(2-hydroxybutan-2-yl)phenylamino)-1,3,5-triazin-2-ylamino)-2-((R)-3-(dimethylamino)pyrrolidin-1-yl)-4-methoxyphenyl)acrylamide ClC=1C(=CC(=C(C1)NC1=NC(=NC=N1)NC=1C(=CC(=C(C1)NC(C=C)=O)N1C[C@@H](CC1)N(C)C)OC)C(C)(CC)O)F